β-glycidoxyethyl-ethyldimethoxysilane C(C1CO1)OCC[Si](OC)(OC)CC